CC1=CC=C(C=C1)C=1CC=C(C2CN(CC12)S(=O)(=O)C1=CC=C(C)C=C1)CO (7-(4-Methylphenyl)-2-tosyl-2,3,3a,6-tetrahydro-1H-isoindol-4-yl)methanol